(S)-N-(2-amino-1-(3-chlorophenyl)-ethyl)-1-(2-((3,3-difluorocyclobutyl)amino)-5-methylpyrimidin-4-yl)-1H-imidazole-4-carboxamide hydrochloride salt Cl.NC[C@H](C1=CC(=CC=C1)Cl)NC(=O)C=1N=CN(C1)C1=NC(=NC=C1C)NC1CC(C1)(F)F